C(CC)C1=NNC(=N1)CCC 3,5-dipropyl-1,2,4-triazole